7-((1-methylpiperidin-4-yl)amino)-1-oxido-3-(2,2,2-trifluoroethyl)benzo[b]thiophen CN1CCC(CC1)NC1=CC=CC2=C1S(C=C2CC(F)(F)F)=O